O1CNCCCC1 1,3-oxazepane